C(C1=CC=CC=C1)(C1=CC=CC=C1)(C1=CC=CC=C1)C1=NN=NC=C1 trityl-triazine